monon-octyl diphenyl phosphite P(OCCCCCCCC)(OC1=CC=CC=C1)OC1=CC=CC=C1